(2R)-2-(3-{5-chloro-2-[(prop-2-yl)amino]pyrimidin-4-yl}-5-oxo-5H,6H,7H-pyrrolo[3,4-b]pyridin-6-yl)-N-[(1S)-2-hydroxy-1-(3-methoxyphenyl)ethyl]propionamide ClC=1C(=NC(=NC1)NC(C)C)C=1C=C2C(=NC1)CN(C2=O)[C@@H](C(=O)N[C@H](CO)C2=CC(=CC=C2)OC)C